FC=1C=C(C=CC1)NC(=O)NC1=CC(=NC=C1)Cl 1-(3-fluorophenyl)-3-(2-chloropyridin-4-yl)urea